2-[2-[tert-butyl(dimethyl)silyl]oxyethylsulfanyl]pyridin-4-amine [Si](C)(C)(C(C)(C)C)OCCSC1=NC=CC(=C1)N